(4-(7-cyano-2-(4-methoxybenzyl)-4-(1,4-dioxaspiro[4.5]dec-7-en-8-yl)-2H-indazol-6-yl)benzyl)-5-fluoro-2-methoxybenzamide C(#N)C1=C(C=C(C2=CN(N=C12)CC1=CC=C(C=C1)OC)C1=CCC2(OCCO2)CC1)C1=CC=C(CC=2C(=C(C(=O)N)C=C(C2)F)OC)C=C1